C(CCCCC)OC1=CC=C(C=C1)N(C1=CC=C(C=C1)Br)C1=CC=C(C=C1)OCCCCCC N,N-bis(4-hexyloxyphenyl)-4-bromoaniline